P(O)(O)O.C(C)(C)(C)C1=C(C(=CC(=C1)C)C(C)(C)C)C(O)(C(CO)(CO)CO)C1=C(C=C(C=C1C(C)(C)C)C)C(C)(C)C bis(2,6-di-t-butyl-4-methylphenyl)pentaerythritol phosphite